4-(6-bis(tert-butoxycarbonyl)amino-5-bromo-4-ethylpyridin-3-yl)phenol C(C)(C)(C)OC(=O)N(C1=C(C(=C(C=N1)C1=CC=C(C=C1)O)CC)Br)C(=O)OC(C)(C)C